(5-bromo-1H-pyrrolo[2,3-b]pyridin-3-yl)-6-phenyl-3,4-dihydroisoquinoline-2(1H)-carboxamide BrC=1C=C2C(=NC1)NC=C2C2N(CCC1=CC(=CC=C21)C2=CC=CC=C2)C(=O)N